(3-((4-bromo-3-(1,3-dioxolan-2-yl)-2-fluorophenoxy)methyl)phenyl)carbamic acid tert-butyl ester C(C)(C)(C)OC(NC1=CC(=CC=C1)COC1=C(C(=C(C=C1)Br)C1OCCO1)F)=O